tert-butyl (2S,3S)-2-(3-(4-(3-(2,3-dihydrobenzo[b][1,4]dioxin-6-yl)propoxy)-3-(trifluoromethyl)phenyl)-1,2,4-oxadiazol-5-yl)-3-hydroxypyrrolidine-1-carboxylate O1C2=C(OCC1)C=C(C=C2)CCCOC2=C(C=C(C=C2)C2=NOC(=N2)[C@H]2N(CC[C@@H]2O)C(=O)OC(C)(C)C)C(F)(F)F